C1(=CC=C(C=C1)C1=NC(=NC(=N1)C1=CC=C(C=C1)C1=CC=CC=C1)C1=CC(=CC(=C1)C1=CC=NC=C1)B1OC(C(O1)(C)C)(C)C)C1=CC=CC=C1 2,4-bis(4-biphenylyl)-6-[3-(4,4,5,5-tetramethyl-1,3,2-dioxaborolan-2-yl)-5-(4-pyridyl)phenyl]-1,3,5-triazine